(R)-1-((5-(3-isopropyl-2-(1H-pyrazolo[3,4-b]pyridin-4-yl)-1H-indol-5-yl)-1,3,4-oxadiazol-2-yl)methyl)-N,N-dimethylpyrrolidin-3-amine C(C)(C)C1=C(NC2=CC=C(C=C12)C1=NN=C(O1)CN1C[C@@H](CC1)N(C)C)C1=C2C(=NC=C1)NN=C2